6-((6-Methoxy-4-methylpyridin-3-yl)amino)-3-methyl-1-(tetrahydro-2H-pyran-4-yl)-1,3-dihydro-2H-imidazo[4,5-c]pyridin-2-one COC1=CC(=C(C=N1)NC1=CC2=C(C=N1)N(C(N2C2CCOCC2)=O)C)C